docos-13-en-1-yl acetate C(C)(=O)OCCCCCCCCCCCCC=CCCCCCCCC